5-(1-(1-(ethylsulfonyl)piperidin-4-yl)-3-methyl-2-oxo-2,3-dihydro-1H-benzo[d]imidazol-5-yl)-2-methylbenzamide C(C)S(=O)(=O)N1CCC(CC1)N1C(N(C2=C1C=CC(=C2)C=2C=CC(=C(C(=O)N)C2)C)C)=O